butyl-di-(3-heptyl)phosphine C(CCC)P(C(CC)CCCC)C(CC)CCCC